C(C1=CC=CC=C1)OC(=O)N[C@@H](CCN(CCCCC1=CC=C2CCCN(C2=N1)C(=O)OC(C)(C)C)CCCF)C(=O)OC (S)-tert-butyl 7-(4-((3-(((benzyloxy)carbonyl)amino)-4-methoxy-4-oxobutyl) (3-fluoropropyl)amino)butyl)-3,4-dihydro-1,8-naphthyridine-1(2H)-carboxylate